C(#N)C1(CCNCC1)NC(OC(C)(C)C)=O tert-butyl N-(4-cyano-4-piperidyl)carbamate